P(=O)(OC1=C(C(=CC=C1C)C1=CC=C(C=C1)C)C)(OC1=C(C(=CC=C1)C)C)[O-] cresyl-2,6-xylyl (xylyl) phosphate